BrC1=CC2=C(N(C(CO2)=O)C)C=C1F 7-bromo-6-fluoro-4-methyl-2H-1,4-benzoxazin-3-one